(S)-TERT-BUTYL 6'-CHLORO-5-(((1S,2S)-2-((R)-1-HYDROXYALLYL)-2-METHYLCYCLOBUTYL)METHYL)-3',4,4',5-TETRAHYDRO-2H,2'H-SPIRO[BENZO[B][1,4]OXAZEPINE-3,1'-NAPHTHALENE]-7-CARBOXYLATE ClC=1C=C2CCC[C@]3(C2=CC1)CN(C1=C(OC3)C=CC(=C1)C(=O)OC(C)(C)C)C[C@@H]1[C@@](CC1)(C)[C@@H](C=C)O